(4-methoxy-3-hydroxyphenyl) (3,5-dimethyl-2-hydroxyphenyl) ketone CC=1C(=C(C=C(C1)C)C(=O)C1=CC(=C(C=C1)OC)O)O